6-bromo-2-(1-(6,6-difluoro-4-methyl-1,4-diazepan-1-yl)butyl)-3-ethylquinazolin-4(3H)-one BrC=1C=C2C(N(C(=NC2=CC1)C(CCC)N1CCN(CC(C1)(F)F)C)CC)=O